COC(C1=CC=C(C=C1)[C@@H]1O[C@H]([C@@H]([C@H]([C@@H]1O)O)OCC1=CC=CC=C1)OC)=O 4-((2s,3s,4s,5r,6r)-5-(benzyloxy)-3,4-dihydroxy-6-methoxytetrahydro-2H-pyran-2-yl)benzoic acid methyl ester